O1COC2=C1C=CC(=C2)CCNC2=CC(=NC=N2)C2=CC(=CS2)OCC 5-[6-(2-Benzo[1,3]dioxol-5-yl-ethylamino)-pyrimidin-4-yl]-3-ethoxy-thiophene